(2-nitrophenyl)methanol [N+](=O)([O-])C1=C(C=CC=C1)CO